CC=1C=C(CNC2=NC=C3N(C2=O)[C@@H](C[C@@H]3CC)C(=O)O)C=C(C1)C (6S,8S)-3-((3,5-dimethylbenzyl)amino)-8-ethyl-4-oxo-4,6,7,8-tetrahydropyrrolo[1,2-a]pyrazine-6-carboxylic acid